8-(4-Hydroxy-pyrrolidin-2-ylmethoxy)-6,6-dimethyl-6H-benzo[b]naphtho[2,3-d]furan-11-one OC1CC(NC1)COC=1C=C2C(C3=C(C4=C(O3)C=CC=C4)C(C2=CC1)=O)(C)C